3,4-Difluoro-2-(2-fluoro-4-iodoanilino)-5-[[2-fluoro-3-[(1-methylcyclobutyl)sulfamoylamino]phenyl]methyl]-N-methoxybenzamide FC=1C(=C(C(=O)NOC)C=C(C1F)CC1=C(C(=CC=C1)NS(NC1(CCC1)C)(=O)=O)F)NC1=C(C=C(C=C1)I)F